dicyclopentyl-(3-methylphenyl)phosphine C1(CCCC1)P(C1=CC(=CC=C1)C)C1CCCC1